ClC1=C2C(=C(NC2=CC=C1F)C(=O)N1C[C@@H]([C@@H](C1)F)N(C(C(F)(F)F)=O)CCN1CC(C1)F)F N-((3S,4R)-1-(4-chloro-3,5-difluoro-1H-indole-2-carbonyl)-4-fluoropyrrolidin-3-yl)-2,2,2-trifluoro-N-(2-(3-fluoroazetidin-1-yl)ethyl)acetamide